NC=1C2=C(N=CN1)N(C=C2C2=C1C=CN=CC1=C(C=C2)NC(=O)NC2=CC(=NO2)C2(CC2)C)C2CC2 1-(5-(4-AMINO-7-CYCLOPROPYL-7H-PYRROLO[2,3-D]PYRIMIDIN-5-YL)ISOQUINOLIN-8-YL)-3-(3-(1-METHYLCYCLOPROPYL)ISOXAZOL-5-YL)UREA